C(C)C1=CC2=C(CCOC23C[C@@H](N(CC3)CC=3C=CC(=NC3)NC)C)S1 5-[[(2'S)-2-ethyl-2'-methyl-spiro[6,7-dihydrothieno[3,2-c]pyran-4,4'-piperidine]-1'-yl]methyl]-N-methyl-pyridin-2-amine